C(CCC)[C@H]1N(S(C2=C(N(C1)C1=CC=CC=C1)C=C(C(=C2)O/C=C/C(=O)O)SC)(=O)=O)C (R)-(E)-3-((3-butyl-2-methyl-7-(methylthio)-1,1-dioxido-5-phenyl-2,3,4,5-tetrahydro-1,2,5-benzothiadiazepin-8-yl)oxy)acrylic acid